C[C@H]1CN(CC=2C=CC(=NC12)N1CCNCC1)C1=C2C(=NC=C1)N(N=C2)C (8S)-8-methyl-6-(1-methylpyrazolo[3,4-b]pyridin-4-yl)-2-piperazin-1-yl-7,8-dihydro-5H-1,6-naphthyridine